CC/C=C\\C[C@@H](/C=C\\C=C\\C=C\\[C@@H](C/C=C\\CCCCCC(=O)O)O)O The molecule is a dihydroxydocosapentaenoic acid (DiHDPE) that is (7Z,11E,13E,15Z,19Z)-docosapentaenoic acid in which the hydrogens at the 10 pro-R and 17 pro-S positions have been replaced by hydroxy groups. It is an intermediate of specialized proresolving mediators. It has a role as a human xenobiotic metabolite and a specialised pro-resolving mediator. It is a conjugate acid of a (10R,17S)-dihydroxy-(7Z,11E,13E,15Z,19Z)-docosapentaenoate.